5-amino-N-(6-methylpyrazin-2-yl)picolinamide NC=1C=CC(=NC1)C(=O)NC1=NC(=CN=C1)C